(2S,11aR)-6-Cyclobutoxy-2-hydroxy-8-methyl-2,3,11,11a-tetrahydro-1H,5H-benzo[f]pyrrolo[2,1-c][1,4]oxazepin-5-one C1(CCC1)OC1=CC(=CC2=C1C(N1[C@@H](CO2)C[C@@H](C1)O)=O)C